P(O)(O)N.S1SCC=C1 dithiol phosphoramidite